(3R)-1-(4-(7-Cyclopropyl-5-[(1R)-1-methyl-1,2,3,4-tetrahydroisoquinoline-2-carbonyl]pyrazolo[1,5-a]pyrimidin-2-yl)-3-fluorophenyl)pyrrolidin-3-yl carbamate C(N)(O[C@H]1CN(CC1)C1=CC(=C(C=C1)C1=NN2C(N=C(C=C2C2CC2)C(=O)N2[C@@H](C3=CC=CC=C3CC2)C)=C1)F)=O